3-((4-(2-hydroxyethyl)-1-oxo-6-(5-(trifluoromethyl)-1H-pyrazol-4-yl)isoquinolin-2(1H)-yl)methyl)-N-methylbenzamide OCCC1=CN(C(C2=CC=C(C=C12)C=1C=NNC1C(F)(F)F)=O)CC=1C=C(C(=O)NC)C=CC1